5-{1-fluoro-3-hydroxy-7-[(4,4,4-trifluorobutyl)amino]-5,6,7,8-tetrahydronaphthalen-2-yl}-1λ6,2,5-thiadiazolidine-1,1,3-trione FC1=C(C(=CC=2CCC(CC12)NCCCC(F)(F)F)O)N1CC(NS1(=O)=O)=O